CC1=NC=C(C(=C1)C1=CC=2N(C=C1)N=C(C2)NC2=NC=C(N=C2)C)OC[C@]21CN[C@H](CO2)C1 5-[2-methyl-5-[[(1S,4S)-5-oxa-2-azabicyclo[2.2.1]heptan-4-yl]methoxy]-4-pyridyl]-N-(5-methylpyrazin-2-yl)pyrazolo[1,5-a]pyridin-2-amine